6-(2-((5-cyclopropyl-3-(2,6-dichlorophenyl)isoxazol-4-yl)methyl)-7-azaspiro[3.5]non-7-yl)picolinic acid C1(CC1)C1=C(C(=NO1)C1=C(C=CC=C1Cl)Cl)CC1CC2(C1)CCN(CC2)C2=CC=CC(=N2)C(=O)O